4-(4-diethylaminostyryl)-1-methyl-pyridinium iodide [I-].C(C)N(C1=CC=C(C=CC2=CC=[N+](C=C2)C)C=C1)CC